CC=1N(C(=CN1)[N+](=O)[O-])CCN(C([O-])=O)C(C(Cl)(Cl)Cl)N1C2=NC=NC(=C2N=C1)NCC1=CC=CC=C1 2-(2-methyl-5-nitro-1H-imidazol-1-yl)-ethyl-(1-(6-benzylamino-9H-purin-9-yl)-2,2,2-trichloroethyl)-carbamate